7-thia-2-azaspiro[3.5]Nonane 7,7-dioxide hydrochloride Cl.C1NCC12CCS(CC2)(=O)=O